CC1=C(C=NN1CC(F)(F)F)C=O 5-methyl-1-(2,2,2-trifluoroethyl)pyrazole-4-carbaldehyde